CC=1SC(=C(N1)C(F)(F)F)C(=O)Cl 2-methyl-4-(trifluoromethyl)thiazole-5-carbonyl chloride